(1R,5S,8S)-3-(5-((3-fluorophenyl)ethynyl)-2,3-dihydro-1H-inden-1-yl)-3-azabicyclo[3.2.1]-octane-8-carboxylic acid FC=1C=C(C=CC1)C#CC=1C=C2CCC(C2=CC1)N1C[C@@H]2CC[C@H](C1)C2C(=O)O